2-(3-aminoazetidin-1-yl)-N-[(3R,5S)-5-methyl-1-[8-(trifluoromethyl)quinolin-5-yl]piperidin-3-yl]acetamide NC1CN(C1)CC(=O)N[C@H]1CN(C[C@H](C1)C)C1=C2C=CC=NC2=C(C=C1)C(F)(F)F